Methyl (2S,5S)-5-(2-(3-methoxy-3-oxopropoxy)ethyl)pyrrolidine-2-carboxylate COC(CCOCC[C@@H]1CC[C@H](N1)C(=O)OC)=O